5-chloro-N-[(furan-2-yl)methyl]-3-methyl-2-[(methylamino)methyl]thieno[3,2-b]pyridin-7-amine ClC1=CC(=C2C(=N1)C(=C(S2)CNC)C)NCC=2OC=CC2